10-pinanethiol C12C(CCC(C1(C)C)C2)CS